C(C)(C)(C)NC(C(F)(F)C1=NC(=C2N1CCCC2)C(=O)NC2=CC(=C(C=C2)F)C#N)=O 3-(2-(tert-butylamino)-1,1-difluoro-2-oxoethyl)-N-(3-cyano-4-fluorophenyl)-5,6,7,8-tetrahydroimidazo[1,5-a]pyridine-1-carboxamide